CN1N=CC(=C1)C1=CN=CC(N1)=O 6-(1-methyl-1H-pyrazol-4-yl)-2-oxopyrazin